O=C1NC(CCC1N1C(C2=CC=CC(=C2C1)C#CCCNC(=O)C1=CC=C(C=N1)C=1N=CC2=C(C=CC=C2C1)C=1C=C2C(=NNC2=C(C1)C(C)C)C(=O)NC)=O)=O 5-(3-(6-((4-(2-(2,6-Dioxopiperidin-3-yl)-1-oxoisoindolin-4-yl)but-3-yn-1-yl)carbamoyl)pyridin-3-yl)isoquinolin-8-yl)-7-isopropyl-N-methyl-1H-indazole-3-carboxamide